N1C=CC2=CC(=CN=C12)OC1=C(C(=O)OC)C=CC(=C1)Br methyl 2-(7-azaindole-5-oxy)-4-bromobenzoate